N-[(E)-1-(2-chlorophenyl)ethylideneamino]-4-methyl-benzenesulfonamide ClC1=C(C=CC=C1)\C(\C)=N\NS(=O)(=O)C1=CC=C(C=C1)C